Cl.Cl.N[C@@H](COC=1C=CC=2N(C1C(=O)OC)C=CN2)CC2=CC=CC=C2 Methyl (R)-6-(2-amino-3-phenylpropoxy)imidazo[1,2-a]pyridine-5-carboxylate dihydrochloride